COC1=CC=C2C=CNC(C2=C1)=O 7-Methoxyisoquinolin-1(2H)-one